(S)-1'-(5-((2-amino-3-chloropyridin-4-yl)thio)imidazo[1,5-a]pyrazin-8-yl)-1,2,3,8-tetrahydro-6H-spiro[cyclopenta[d]pyrrolo[1,2-b]pyrazole-7,4'-piperidin]-8-amine (trifluoroacetate) FC(C(=O)O)(F)F.NC1=NC=CC(=C1Cl)SC1=CN=C(C=2N1C=NC2)N2CCC1(CC2)[C@@H](C=2N(N=C3C2CCC3)C1)N